tert-butyl-dimethyl-[(E)-3-(1-methylpyrazol-4-yl)allyloxy]silane C(C)(C)(C)[Si](OC\C=C\C=1C=NN(C1)C)(C)C